CC1=NOC(=C1C=1C=C2C(=NC1)C(=CN2[C@@H](C)C2=NC=CC=C2)C2=C(C=C(C(=O)O)C=C2OC)OC)C (S)-4-(6-(3,5-dimethylisoxazol-4-yl)-1-(1-(pyridin-2-yl)ethyl)-1H-pyrrolo[3,2-b]pyridin-3-yl)-3,5-dimethoxybenzoic acid